OC1=CC=C(C=C1)C(C(F)(F)F)(C(F)(F)F)C1=CC=C(C=C1)O 2,2-Bis-(4-hydroxyphenyl)-hexafluoro-propan